2-[(1S)-1-(3-ethoxy-4-methoxyphenyl)-2-methylsulfonylethyl]-4-fluoroisoindoline-1,3-dione C(C)OC=1C=C(C=CC1OC)[C@@H](CS(=O)(=O)C)N1C(C2=CC=CC(=C2C1=O)F)=O